Cl.C(C)(C)(C)OC(C1=CC=C(C=C1)NC(=O)C1NCCC2=C(C=CC=C12)N(C(COC)=O)C)=O 4-(5-(2-(methoxy)-N-methylacetamido)-1,2,3,4-tetrahydroisoquinoline-1-carboxamido)benzoic acid tert-butyl ester hydrochloride